3-[1-(2-chloro-3,6-difluoro-phenyl)-ethoxy]-5-propoxy-pyridin-2-ylamine ClC1=C(C(=CC=C1F)F)C(C)OC=1C(=NC=C(C1)OCCC)N